(R)-3-(4-cyanophenethyl)-N-(3-fluorooxetan-3-yl)-1-(2-(pyridin-2-yl)propan-2-yl)pyrrolidine-3-carboxamide C(#N)C1=CC=C(CC[C@@]2(CN(CC2)C(C)(C)C2=NC=CC=C2)C(=O)NC2(COC2)F)C=C1